CC=1C=CC=C2C=C(C=NC12)C(=O)N 8-methyl-quinoline-3-carboxamide